COCOC(C(=O)O)(CCC)C 2-(methoxymethoxy)-2-methylpentanoic acid